N-(6-((5-bromo-2-((2-methoxy-5-methyl-4-(4-(4-methylpiperazin-1-yl)piperidine-1-yl)phenyl)amino)pyrimidin-4-yl)amino)benzofuran-5-yl)-N-methylmethanesulfonamide BrC=1C(=NC(=NC1)NC1=C(C=C(C(=C1)C)N1CCC(CC1)N1CCN(CC1)C)OC)NC1=CC2=C(C=CO2)C=C1N(S(=O)(=O)C)C